acryloyloxyundecyldimethylmonoethoxysilane C(C=C)(=O)OCCCCCCCCCCC[Si](OCC)(C)C